C1C2=C(C=C(C=C2)N)S(=O)(=O)C3=C1C=CC(=C3)N.Cl.Cl 3,6-diaminothioxanthene-10-dioxide dihydrochloride